N-(5-(2-(2-azabicyclo[2.2.2]octan-2-yl)acetamido)-2-methylpyridin-3-yl)-6-(1-methyl-1H-pyrazol-4-yl)-[1,2,3]triazolo[1,5-a]pyridine-3-carboxamide C12N(CC(CC1)CC2)CC(=O)NC=2C=C(C(=NC2)C)NC(=O)C=2N=NN1C2C=CC(=C1)C=1C=NN(C1)C